2-chloro-5-((1R,3R)-2,2-dichloro-3-(4-fluoro-3-(trifluoromethyl)phenyl)cyclopropane-1-carboxamido)-N-(2,4-difluoro-3-(1-methylcyclopropane-1-carboxamido)phenyl)benzamide ClC1=C(C(=O)NC2=C(C(=C(C=C2)F)NC(=O)C2(CC2)C)F)C=C(C=C1)NC(=O)[C@@H]1C([C@H]1C1=CC(=C(C=C1)F)C(F)(F)F)(Cl)Cl